[Na+].[K+].C(CCCCCCCCCCC)C(C(=O)[O-])(C(=O)[O-])CCCCCC 2-dodecyl-2-hexylmalonic acid potassium sodium salt